FC1(CCN(CC1)CCF)C(=O)NC=1N=CC2=CC=C(C=C2C1)C=1C=NN(C1CN1CCCCC1)C 4-fluoro-1-(2-fluoroethyl)-N-(6-(1-methyl-5-(piperidin-1-ylmethyl)-1H-pyrazol-4-yl)isoquinolin-3-yl)piperidine-4-carboxamide